1-ethyl-3-(5-(4,4,5,5-tetramethyl-1,3,2-dioxaborolan-2-yl)pyridin-2-yl)urea C(C)NC(=O)NC1=NC=C(C=C1)B1OC(C(O1)(C)C)(C)C